ClC1=C(C=C2C=C(N=CC2=C1)NC(=O)C1CCN(CC1)C)C1CCN(CC1)[C@@]1(COC[C@@H]1O)C N-(7-chloro-6-(1-((3R,4R)-4-hydroxy-3-methyltetrahydrofuran-3-yl)piperidin-4-yl)isoquinolin-3-yl)-1-methylpiperidine-4-carboxamide